C(C)(C)(C)OC(C(=O)OC(C)(C)C)=O Oxalic acid di-tert-butyl ester